4-amino-7-fluoro-1-methyl-N-(thiazol-4-yl)-N-(5-(trifluoromethyl)-2,3-dihydro-1H-inden-1-yl)-1H-pyrazolo[4,3-c]quinolin-8-carboxamide NC1=NC=2C=C(C(=CC2C2=C1C=NN2C)C(=O)N(C2CCC1=CC(=CC=C21)C(F)(F)F)C=2N=CSC2)F